C1(CCCC1)N1C(C(=CC2=C1N=C(N=C2)S(=O)(=O)C)C#N)=O 8-cyclopentyl-2-methylsulfonyl-7-oxo-pyrido[2,3-d]pyrimidine-6-carbonitrile